benzyl 4-(2-hydroxy-2,5-dihydro-1,2-oxaborol-4-yl)piperidine-1-carboxylate OB1OCC(=C1)C1CCN(CC1)C(=O)OCC1=CC=CC=C1